(E)-N-(3-chloro-2-methylphenyl)-3-(2-oxo-2,3-dihydrobenzo[d]oxazol-5-yl)acrylamide ClC=1C(=C(C=CC1)NC(\C=C\C=1C=CC2=C(NC(O2)=O)C1)=O)C